bis-(3,5-dimethyl-4-hydroxyphenyl)-methane CC=1C=C(C=C(C1O)C)CC1=CC(=C(C(=C1)C)O)C